1,3,5-tris(4-isocyanatophenyl)benzene N(=C=O)C1=CC=C(C=C1)C1=CC(=CC(=C1)C1=CC=C(C=C1)N=C=O)C1=CC=C(C=C1)N=C=O